BrC1=CC(=C(C(=C1)F)N1C[C@@H](N[C@@H](C1)C)C)F (3S,5R)-1-(4-bromo-2,6-difluoro-phenyl)-3,5-dimethyl-piperazine